1-(3,4-epoxycyclohexyl)methyltriethoxysilane C1(CC2C(CC1)O2)C[Si](OCC)(OCC)OCC